(3-bromopyridin-2-yl)methane BrC=1C(=NC=CC1)C